2-(1,3-dioxan-2-yl)-6-[2-(3-pyridyl)-5-thiazolyl]pyridine O1C(OCCC1)C1=NC(=CC=C1)C1=CN=C(S1)C=1C=NC=CC1